2-((2-(2,6-dioxopiperidin-3-yl)-1,3-dioxoisoindoline-4-yl)oxy)Acetic acid O=C1NC(CCC1N1C(C2=CC=CC(=C2C1=O)OCC(=O)O)=O)=O